1-(2-((5-amino-2-fluorophenoxy)methyl)-6-cyclopropylimidazo[1,2-a]pyridin-8-yl)-3-methylimidazolidine-2,4-dione NC=1C=CC(=C(OCC=2N=C3N(C=C(C=C3N3C(N(C(C3)=O)C)=O)C3CC3)C2)C1)F